C[C@@]1(CN(CCC1)C=1C2=C(N=C(N1)SC)CC1(CCCC=3C=CC=NC13)OC2)O (3R)-3-methyl-1-(2-(methylthio)-5,6',7',8-tetrahydro-5'H-spiro[pyrano[4,3-d]pyrimidine-7,8'-quinolin]-4-yl)piperidin-3-ol